CC1=NC2=CC=CC=C2C(=C1C(C)=O)C1=CC=CC=C1 1-(2-methyl-4-phenyl-3-quinolinyl)ethanone